CC1CC12C(=C1C=CC=C1C([C@@]2(O)C)O)C (6'R)-2,4',6'-trimethyl-6',7'-dihydrospiro[cyclopropane-1,5'-indene]-6',7'-diol